C(C)N1N=CC(=C1C)C=1C=C(C=2N=CN=C(C2N1)N[C@@H]1CNC[C@H](C1)F)C(=O)N 6-(1-ethyl-5-methyl-1H-pyrazol-4-yl)-4-(((3S,5S)-5-fluoropiperidin-3-yl)amino)pyrido[3,2-d]pyrimidine-8-carboxamide